ClC1=CC=C(C=C1)[C@H]([C@@H](C(=O)[O-])C)CCN1C(C2=C(C=C(C=C2C1=O)[C@@](CC)(C1CCO1)O)F)(O)C1=CC=C(C=C1)Cl (2S,3S)-3-(4-chlorophenyl)-3-[1-(4-chlorophenyl)-7-fluoro-1-hydroxy-5-[(1S)-1-hydroxy-1-(oxetan-4-yl) propyl]-3-oxo-2,3-dihydro-1H-isoindol-2-yl]Ethyl-2-methylpropionate